C([C@H](O)CC(=O)O)(=O)O.FC=1C=CC(=NC1)[C@@]1(CCOC2(C1)CCOCC2)CCNC2CC1=CC=CC=C1C2 (R)-N-(2-(4-(5-fluoropyridin-2-yl)-1,9-dioxaspiro[5.5]undecan-4-yl)ethyl)-2,3-dihydro-1H-inden-2-amine D-malate